C(CCCCCCCCCCCCCCCCCCCC)C1=C(C=CC=C1)S(=O)(=O)O heneicosyl-benzenesulfonic acid